zinc-iron silicate [Si]([O-])([O-])([O-])[O-].[Fe+2].[Zn+2]